propyl p-cyanobenzoate C(#N)C1=CC=C(C(=O)OCCC)C=C1